[2-(acryloylamino)-ethyl]trimethyl-ammonium chloride [Cl-].C(C=C)(=O)NCC[N+](C)(C)C